F[C@@H]1CNCC[C@@H]1NC1=C2C=C(N(C2=CC=C1)CC(F)(F)F)C1=NOC(=N1)CNC(=O)C1=CN(C=C1)C1(CCOCC1)C N-{[3-(4-{[(3R,4S)-3-fluoropiperidin-4-yl]amino}-1-(2,2,2-trifluoroethyl)-1H-indol-2-yl)-1,2,4-oxadiazol-5-yl]methyl}-1-(4-methyloxan-4-yl)-1H-pyrrole-3-carboxamide